C(C)(=O)N(N(C(=O)C1=CC=2C3=C(C(=NC2C=C1F)N)C=NN3C)CC3=NC1=C(N3C)C=CC(=C1)Cl)C N'-acetyl-4-amino-N-((5-chloro-1-methyl-1H-benzo[d]imidazol-2-yl)methyl)-7-fluoro-N',1-dimethyl-1H-pyrazolo[4,3-c]quinoline-8-carbohydrazide